bromo(4-{[2-(trimethylsilyl)ethoxy]carbonyl}phenyl)palladium Br[Pd]C1=CC=C(C=C1)C(=O)OCC[Si](C)(C)C